NN1C(=C(C(=C1)F)Br)C(=O)OC methyl 1-amino-3-bromo-4-fluoro-1H-pyrrole-2-carboxylate